N-[1-[3-(6,6-dimethyl-5-oxo-4H-1,3,4-oxadiazin-2-yl)pyrazin-2-yl]ethyl]-2-methyl-propane-2-sulfinamide CC1(C(NN=C(O1)C=1C(=NC=CN1)C(C)NS(=O)C(C)(C)C)=O)C